1-(3-amino-6-(2,5-dimethyl-1,2,3,4-tetrahydroisoquinolin-7-yl)pyrazin-2-yl)-3-(prop-1-ynyl)-1H-pyrazole-4-carboxylic acid NC=1C(=NC(=CN1)C1=CC(=C2CCN(CC2=C1)C)C)N1N=C(C(=C1)C(=O)O)C#CC